1-(4-(3-(2,6-Dimethoxypyridin-4-yl)pyrazolo[1,5-a]pyrimidin-6-yl)-1H-pyrazol-1-yl)-2-methyl-2-propanol COC1=NC(=CC(=C1)C=1C=NN2C1N=CC(=C2)C=2C=NN(C2)CC(C)(O)C)OC